(E)-4-(2-chlorophenyl)-2-[1-methyl-2-(2-ethoxyformylbenzylidene)hydrazino]thiazole ClC1=C(C=CC=C1)C=1N=C(SC1)N(/N=C/C1=C(C=CC=C1)C(=O)OCC)C